propyl-magnesium isobutoxide CC(C)C[O-].C(CC)[Mg+]